FC=1C(=NOC1)OC 4-fluoro-3-methoxyisoxazol